2-(chloromethyl)-5-methylimidazo[1,2-a]pyridine ClCC=1N=C2N(C(=CC=C2)C)C1